(3Z)-16-chloro-3-hexadecene-1-ol ClCCCCCCCCCCCC\C=C/CCO